(R)-N-(5-(5-isopropyl-1,2,4-oxadiazol-3-yl)-2,3-dihydro-1H-inden-1-yl)-1,3-dimethyl-1H-pyrazole-4-carboxamide C(C)(C)C1=NC(=NO1)C=1C=C2CC[C@H](C2=CC1)NC(=O)C=1C(=NN(C1)C)C